FC1=CC=C(C=C1)C=1C=C2C(CCOC2=CC1)NC(=O)C=1C=NC(=NC1)C(F)(F)F N-(6-(4-fluorophenyl)chroman-4-yl)-2-(trifluoromethyl)pyrimidine-5-carboxamide